BrC=1C(=C(C(=C(C(=O)NOCC(CO)O)C1)NC1=C(C=C(C=C1)I)F)F)F 5-bromo-N-(2,3-dihydroxypropoxy)-3,4-difluoro-2-(2-fluoro-4-iodoanilino)benzamide